ClC=1C(=CC(=NC1)OC)C1=CC(=NN1)C(=O)N1CCC(CC1)C(=O)NC1CN(CC1)C1=CC=CC=C1 [5-(5-chloro-2-methoxypyridin-4-yl)-1H-pyrazole-3-carbonyl]-N-(1-phenylpyrrolidin-3-yl)piperidine-4-carboxamide